5-{[3-(8-{[(3S,4R)-3-fluoro-1-methylpiperidin-4-yl]amino}-3-[(trifluoromethyl)sulfanyl]imidazo[1,2-a]pyridin-2-yl)prop-2-yn-1-yl]amino}-6-methoxy-2,3-dihydroisoindol-1-one F[C@H]1CN(CC[C@H]1NC=1C=2N(C=CC1)C(=C(N2)C#CCNC=2C=C1CNC(C1=CC2OC)=O)SC(F)(F)F)C